(4S)-6-(6-benzyloxy-3-fluoro-2-pyridyl)-7-chloro-2,4-dimethyl-8-(trifluoromethyl)-4H-[1,2,4]triazolo[1,5-a][1,4]benzodiazepine C(C1=CC=CC=C1)OC1=CC=C(C(=N1)C1=N[C@H](C=2N(C3=C1C(=C(C=C3)C(F)(F)F)Cl)N=C(N2)C)C)F